CN1N=C(C=C1C)NC1=NC=C(C(=N1)C1=CNC2=C(C=CC=C12)N1C(C2=CC=CC(=C2C1)C1=CC=C(C=C1)S(=O)(=O)N1CCCC1)=O)C 2-(3-(2-((1,5-dimethyl-1H-pyrazol-3-yl)amino)-5-methylpyrimidin-4-yl)-1H-indol-7-yl)-4-(4-(pyrrolidin-1-ylsulfonyl)phenyl)isoindolin-1-one